((5S)-5-((6-amino-9H-purin-9-yl)methyl)-2-oxo-1,4,2-dioxaphosphorinan-2-yl)-L-alanine pentyl ester C(CCCC)OC([C@@H](NP1(OC[C@@H](OC1)CN1C2=NC=NC(=C2N=C1)N)=O)C)=O